N-octylpyridinium bromide salt [Br-].C(CCCCCCC)[N+]1=CC=CC=C1